CN(C(C=CC1=CC2=C(NC(C(CC2)N2CCCC2)=O)N=C1)=O)CC1=C(OC2=C1C=CC=C2)C N-methyl-N-((2-methylbenzofuran-3-yl)methyl)-3-(8-oxo-7-(pyrrolidin-1-yl)-6,7,8,9-tetrahydro-5H-pyrido[2,3-b]azepin-3-yl)acrylamide